FC(C(C)(O)[C@H]1[C@@H]2CCN([C@H]([C@H]2CCC1)C)C(=O)OCC1=CC=CC=C1)F benzyl (1S,4aR,5R,8aS)-5-(2,2-difluoro-1-hydroxy-1-methyl-ethyl)-1-methyl-3,4,4a,5,6,7,8,8a-octahydro-1H-isoquinoline-2-carboxylate